3-oxo-2,3-diphenylpropanenitrile O=C(C(C#N)C1=CC=CC=C1)C1=CC=CC=C1